7-Chloro-4-(2,6-dimethoxy-4-propylphenyl)-1-methylindoline-2,3-dione ClC=1C=CC(=C2C(C(N(C12)C)=O)=O)C1=C(C=C(C=C1OC)CCC)OC